CN1C(N(CC1)C)=O.[Li] Lithium (R)-1,3-dimethyl-2-oxoimidazolidine